ClC1=C(OCC=2SC(=CN2)F)C=CC(=C1)[N+](=O)[O-] 2-[(2-chloro-4-nitro-phenoxy)methyl]-5-fluoro-thiazole